COC1=C(C=CC(=C1)C(F)(F)F)C=1C=2N(C(=NN1)SC)C=NC2 1-[2-Methoxy-4-(trifluoromethyl)phenyl]-4-methylsulfanyl-imidazo[1,5-d][1,2,4]triazine